(1S,2S)-2-[5-(2',6'-dichloro-4-fluoro-biphenyl-3-ylmethoxy)-pyrazin-2-yl]-cyclopropanecarboxylic acid ClC1=C(C(=CC=C1)Cl)C1=CC(=C(C=C1)F)COC=1N=CC(=NC1)[C@@H]1[C@H](C1)C(=O)O